ethyl 2-(4-amino-6-vinyl-9H-pyrimido[4,5-b]indol-9-yl)acetate NC1=NC=NC=2N(C3=CC=C(C=C3C21)C=C)CC(=O)OCC